N1=C(C=CC=C1)C(=O)[O-].[Zn+2].N1=C(C=CC=C1)C(=O)[O-] zinc pyridinecarboxylate